ClC1=C(C=C(OCC(=O)NC23CC(C2)(C3)N(CCOC3(CCC3)OC(F)(F)F)C)C=C1)F 2-(4-chloro-3-fluoro-phenoxy)-N-[3-[methyl-[2-[3-cis-(trifluoromethoxy)cyclobutoxy]ethyl]amino]-1-bicyclo[1.1.1]pentanyl]acetamide